C(C)(C)OC=1C=C(C(C(=O)O)=CC1)O 4-isopropoxysalicylic acid